COC=1C=CC(=NC1)C(=O)N 5-methoxypyridinamide